3,7-dimethyl-1,6-octadien-3-ol formate C(=O)OC(C=C)(CCC=C(C)C)C